OC1=C(C=C(C=C1)OCCCCC)C1=C(CCC2N(CCCC2)C)C=CC=C1 2-[2-(2-hydroxy-5-pentyloxy-phenyl)-phenethyl]-N-methylpiperidine